OC=1C=C(C=CC1)C1=C(C=CC2=CC=CC=C12)O (3-hydroxyphenyl)-2-naphthol